O1C2OC3=C1C=CC1=CC=CC1=C3C2 methanoazuleno(5,6-d)-1,3-dioxole